Ethyl 1-[(3R)-tetrahydrofuran-3-yl]piperidine-4-carboxylate O1C[C@@H](CC1)N1CCC(CC1)C(=O)OCC